S1C=C(C=C1)NN 3-thienylhydrazine